2H-cyclopenta[d]pyrimidine N=1CN=CC=2C1C=CC2